C1(CC1)C1=NN2C(N(C(C(CC2)NC(=O)C2=NN(C=N2)CC2CC(C2)(F)F)=O)C)=C1 N-(2-Cyclopropyl-4-methyl-5-oxo-5,6,7,8-tetrahydro-4H-pyrazolo[1,5-a][1,3]diazepin-6-yl)-1-((3,3-difluorocyclobutyl)methyl)-1H-1,2,4-triazol-3-carboxamid